ClC1=C(C(=O)O)C=CC=C1N1C(N(C(N(C1=O)C)=S)C)=O 2-chloro-3-(3,5-dimethyl-2,6-dioxo-4-thioxo-1,3,5-triazin-1-yl)benzoic acid